(trimethylsilylethynyl) chloride C[Si](C)(C)C#CCl